C(C)(C)C1=C2C=C(N=CC2=C(N=C1)N1[C@H](CC1)C)NC1=NC(=NC=C1)C1(C(CNCC1)O)OC 4-((5-isopropyl-8-((S)-2-methylazaCyclobutan-1-yl)-2,7-naphthyridin-3-yl-amino)pyrimidin-2-yl)-4-methoxypiperidin-3-ol